4-((5-(3-(1H-pyrazol-1-yl)phenyl)-1H-pyrazol-3-yl)amino)-3-methylphenol N1(N=CC=C1)C=1C=C(C=CC1)C1=CC(=NN1)NC1=C(C=C(C=C1)O)C